CC=1C(=C2C=NNC2=CC1)C1=C(C(=NC=N1)N1CC2(CN(C2)C(C=C)=O)CC1)N1CCCC1 1-(6-(6-(5-methyl-1H-indazol-4-yl)-5-(pyrrolidin-1-yl)pyrimidin-4-yl)-2,6-diazaspiro[3.4]octan-2-yl)prop-2-en-1-one